5-bromo-2-ethyl-7-(methylthio)-2,3-dihydro-[1,4]dioxino[2,3-c]pyridine BrC1=NC(=CC2=C1OCC(O2)CC)SC